propylcyclohexenyl-2,3-difluorophenol C(CC)C=1C(=C(C(=C(C1)O)F)F)C1=CCCCC1